tert-butyl N-cyclobutyl-N-[(3R)-pyrrolidin-3-yl]carbamate C1(CCC1)N(C(OC(C)(C)C)=O)[C@H]1CNCC1